(S)-N-(3-(7-(2,6-difluoro-3,5-dimethoxyphenyl)-1,4,5,6,7,8-hexahydrocyclohepta[c]pyrazol-3-yl)-1H-pyrazol-4-yl)acrylamide FC1=C(C(=C(C=C1OC)OC)F)[C@H]1CCCC2=C(NN=C2C2=NNC=C2NC(C=C)=O)C1